1,1,1-tri(4'-hydroxyphenyl)ethane OC1=CC=C(C=C1)C(C)(C1=CC=C(C=C1)O)C1=CC=C(C=C1)O